3,4,5-tris(allyloxy)phenylmethanol C(C=C)OC=1C=C(C=C(C1OCC=C)OCC=C)CO